pyridine-2,5-dicarboxylic acid-2-methyl ester COC(=O)C1=NC=C(C=C1)C(=O)O